tert-Butyl 2-(8-bromo-3,6-dimethyl-4-oxo-3,4-dihydroquinazolin-2-yl)pyrrolidine-1-carboxylate BrC=1C=C(C=C2C(N(C(=NC12)C1N(CCC1)C(=O)OC(C)(C)C)C)=O)C